CC1(OCC2(C1)CCN(CC2)C=2C=1N(C3=CC=C(C=C3N2)C(=O)O)C=CC1)C 4-(3,3-Dimethyl-2-oxa-8-azaspiro[4.5]decan-8-yl)pyrrolo[1,2-a]quinoxaline-7-carboxylic acid